3-(5-tetrazolyl)thiomethyl-1-oxa-3-cephem-4-carboxylic acid N1N=NN=C1SCC=1CO[C@H]2N(C1C(=O)O)C(C2)=O